1-tetrahydro-2H-pyran-4-yl-4-piperidinamine O1CCC(CC1)N1CCC(CC1)N